C(C)(C)(C)OC(=O)N[C@H](C(=O)OC)C[C@@H]1CCN=C1SC methyl (S)-2-((tert-butoxycarbonyl)amino)-3-((S)-5-(methylthio)-3,4-dihydro-2H-pyrrol-4-yl)propanoate